ClC=1C=C(C=CC1Cl)NC(=O)[C@H]1[C@H]2[C@@H](C[C@@H]([C@@H]1C=1C=NC(=CC1)C)O2)F (1S,2R,3S,4S,6R)-N-(3,4-dichlorophenyl)-6-fluoro-3-(6-methylpyridin-3-yl)-7-Oxabicyclo[2.2.1]Heptane-2-carboxamide